2-(4-((1s,5s)-9-borabicyclo[3.3.1]nonane-9-yl)butyl)isoindoline-1,3-dione C12CCCC(CCC1)B2CCCCN2C(C1=CC=CC=C1C2=O)=O